CC1CCC(N1CC1=CC=C(C=C1)C1=NOC(=N1)C(F)(F)F)=O 5-methyl-1-({4-[5-(trifluoromethyl)-1,2,4-oxadiazol-3-yl]phenyl}methyl)pyrrolidin-2-one